4-(benzoxazolin-2-one-5-yl)-N2-(3-trifluoromethoxyphenyl)-5-fluoropyrimidine-2,4-diamine trifluoroacetate salt FC(C(=O)O)(F)F.O1C(NC2=C1C=CC(=C2)C2(NC(=NC=C2F)NC2=CC(=CC=C2)OC(F)(F)F)N)=O